C(C)(=O)[O-].C(C)(=O)[O-].[Pd+2] palladium (2+) diacetate